1-[4-(2,3-dimethylphenyl)piperazin-1-yl]-2-{3-[4-(pyridin-1-yl)piperidine-1-carbonyl]-5,6-dihydrocyclopenta[c]pyrazol-1(4H)-yl}ethan-1-one CC1=C(C=CC=C1C)N1CCN(CC1)C(CN1N=C(C2=C1CCC2)C(=O)N2CCC(CC2)N2CC=CC=C2)=O